CC1CCC=2C1=NC1=C(C2NC(OC(Cl)(Cl)Cl)=O)CCC1 Trichloromethyl (3-methyl-1,2,3,5,6,7-hexahydrodicyclopenta[b,e]pyridin-8-yl)carbamate